C[Se]C=1C=C(C=C(C1OC)OC)N1C(C([C@@H]1C1=CC(=C(C=C1)OC)O)=C)=O (S)-1-(3-methylseleno-4,5-dimethoxyphenyl)-4-(3-hydroxy-4-methoxyphenyl)-3-methylideneazetidin-2-one